COC1=C(C(=CC=C1)O)C Methoxycresol